C[Si](C1=C(C=CC=C1)C=C)(OCCCC)C dimethylbutoxy(2-ethenylphenyl)silane